ClC1=CC=C(C=C1)N1B(C2=C(C(=N1)C1CC1)C=CC=C2)O 2-(p-chlorophenyl)-4-cyclopropyl-1,2-dihydro-2,3,1-benzodiazaborinin-1-ol